Cl.Cl.C[C@@H]1CN(C[C@@H](N1)C)C=1N=NC(=CN1)C1=C(C=C(C=C1)C=1N=CC=2N(C1)N=C(N2)C)O 2-{3-[(3r,5s)-3,5-dimethylpiperazin-1-yl]-1,2,4-triazin-6-yl}-5-(2-methyl-[1,2,4]triazolo[1,5-a]pyrazin-6-yl)phenol dihydrochloride